2-azidoglucosamine N(=[N+]=[N-])[C@@]1(C(O)O[C@@H]([C@H]([C@@H]1O)O)CO)N